3,7-dihydroxy-5-methoxyflavanone OC1C(OC2=CC(=CC(=C2C1=O)OC)O)C1=CC=CC=C1